O=C1NC2=C(C=CC=C2C=C1C(=O)N)C=1N=C(SC1)C1=CC=CC=C1 2-oxo-8-(2-phenyl-1,3-thiazol-4-yl)-1H-quinoline-3-carboxamide